OC=1C=C2CC[C@@H]([C@@H](C2=CC1)C1=CC=C(OCCCCN2CCN(CC2)C(COC2=CC=C3C(=NN(C3=C2)C)[C@H]2C(NC(CC2)=O)=O)=O)C=C1)C1=CC=CC=C1 (S)-3-(6-(2-(4-(4-(4-((1R,2S)-6-Hydroxy-2-phenyl-1,2,3,4-tetrahydronaphthalen-1-yl)phenoxy)butyl)piperazin-1-yl)-2-oxoethoxy)-1-methyl-1H-indazol-3-yl)piperidine-2,6-dione